2-(Chloromethyl)-3-(2-isopropoxy-5-(trifluoromethyl)phenyl)quinazoline-4(3H)-one ClCC1=NC2=CC=CC=C2C(N1C1=C(C=CC(=C1)C(F)(F)F)OC(C)C)=O